17-Hydroxy-tricosanoic acid OC(CCCCCCCCCCCCCCCC(=O)O)CCCCCC